4-(3-((piperidin-4-ylamino)methyl)-6-(p-tolyl)benzofuran-5-yl)benzonitrile N1CCC(CC1)NCC1=COC2=C1C=C(C(=C2)C2=CC=C(C=C2)C)C2=CC=C(C#N)C=C2